COC=1C(=C(C=CC1)C(=O)C1=CC=CC=C1)OC dimethoxydiphenylmethanone